(tetrazolo[1,5-a]pyridin-7-yl)phenol N=1N=NN2C1C=C(C=C2)C2=C(C=CC=C2)O